CC1=NN2C(CN(C3=C(C=CC=C23)NC2=CC(=NC=C2C(=O)NC([2H])([2H])[2H])N(C(=O)C2CC2)C)C)=N1 4-((2,5-dimethyl-4,5-dihydro-[1,2,4]triazolo[1,5-a]quinoxalin-6-yl)amino)-N-(methyl-d3)-6-(N-methylcyclopropanecarboxamido)nicotinamide